OCCNC(=O)NC=1SC=C(N1)[C@@](C)(C#C)C1=CC=C(C=C1)OC (S)-1-(2-hydroxyethyl)-3-(4-(2-(4-methoxyphenyl)-but-3-yn-2-yl)thiazol-2-yl)urea